C(C)(=O)OC(C)CC(C)OC(C)=O 2,4-pentanediol diacetate